C1=CC=C(C=C1)C=C(C(=O)O)[N+](=O)[O-] nitrocinnamic acid